NC(CC[C@@H]1CN(CC1)C(=O)OC(C)(C)C)C1=NC=CC(=C1)C(C)(C)C tert-butyl (3S)-3-[3-amino-3-(4-tert-butyl-2-pyridyl)propyl]pyrrolidine-1-carboxylate